(αS)-α,2,4-trifluoro-benzenepropanoic acid F[C@H](C(=O)O)CC1=C(C=C(C=C1)F)F